2-(((ethoxycarbonyl)(ethyl)amino)methyl)benzoic acid C(C)OC(=O)N(CC)CC1=C(C(=O)O)C=CC=C1